ClC1=CC=C(C=C1)CC(=O)NC1=C(C=CC(=C1)C(=O)N1CCC(CC1)C1=CC=C(C=C1)OC=1N=NC(=CC1)C(F)(F)F)N1CCN(CC1)CC 2-(4-chlorophenyl)-N-(2-(4-ethylpiperazin-1-yl)-5-(4-(4-((6-(trifluoromethyl)pyridazin-3-yl)oxy)phenyl)piperidine-1-carbonyl)phenyl)acetamide